8-azaBicyclo[3.2.1]oct-3-en-8-carboxylate C12CC=CC(CC1)N2C(=O)[O-]